CC1(OCCN2C=3N=C(N=C(C3N=C12)N1[C@@H](CCC1)C)C=1C=NC(=NC1)N)C 5-[8,8-Dimethyl-1-((R)-2-methyl-pyrrolidin-1-yl)-5,6-dihydro-8H-7-oxa-2,4,4b,9-tetraaza-fluoren-3-yl]-pyrimidin-2-ylamine